(N-(4-((6,7-dimethoxy-4-oxo-3,4-dihydrophthalazin-1-yl)methyl)phenyl)sulfamoyl)carbamic acid tert-butyl ester C(C)(C)(C)OC(NS(NC1=CC=C(C=C1)CC1=NNC(C2=CC(=C(C=C12)OC)OC)=O)(=O)=O)=O